[O-]S(=O)(=O)C(F)(F)F.[NH4+].C1(=CC=CC=C1)P(C1=CC=CC=C1)C1=CC=CC=C1.C1(=CC=CC=C1)P(C1=CC=CC=C1)C1=CC=CC=C1 bis-(triphenylphosphine) ammonium triflate